C1CC12CCN(CC2)C2=C(C=CC(=C2)Br)N2N=NC(=C2)C=2N=C(SC2F)N2CCC(CC2)(F)F 4-[1-[2-(6-azaspiro[2.5]octan-6-yl)-4-bromo-phenyl]triazol-4-yl]-2-(4,4-difluoro-1-piperidyl)-5-fluoro-thiazole